FC1=C2C(C(N(C2=C(C=C1C(F)(F)F)F)CC(=O)NC[C@@H](CC(=O)O)F)=O)(C)C (R)-4-(2-(4,7-difluoro-3,3-dimethyl-2-oxo-5-(trifluoromethyl)indolin-1-yl)acetamido)-3-fluorobutanoic acid